(S)-1-((2-(2'-chloro-2-methyl-3'-(5-methyl-4,5,6,7-tetrahydro-2H-pyrazolo[4,3-c]pyridin-2-yl)biphenyl-3-yl)-7-cyanobenzo[d]oxazol-5-yl)methyl)pyrrolidine-3-carboxylic acid ClC1=C(C=CC=C1N1N=C2C(CN(CC2)C)=C1)C1=C(C(=CC=C1)C=1OC2=C(N1)C=C(C=C2C#N)CN2C[C@H](CC2)C(=O)O)C